n-ethyl-2-[6-(4-fluoro-2-methyl-phenyl)-2-oxo-3H-imidazo[4,5-b]pyridin-1-yl]acetamide C(C)NC(CN1C(NC2=NC=C(C=C21)C2=C(C=C(C=C2)F)C)=O)=O